1-(2-chlorophenyl)dibenzo[b,d]thiophene ClC1=C(C=CC=C1)C1=CC=CC=2SC3=C(C21)C=CC=C3